(E)-N-{4-[3-chloro-4-(2-pyridylmethoxy)anilino]-3-cyano-7-ethoxy-6-quinolinyl}-4-(dimethylamino)-2-butenamide ClC=1C=C(NC2=C(C=NC3=CC(=C(C=C23)NC(\C=C\CN(C)C)=O)OCC)C#N)C=CC1OCC1=NC=CC=C1